CC(C(C(=O)OC)C1=CC(=NO1)N1CC(C1)CC1CCN(CC1)CC1(CC1)COC1OCCCC1)C methyl 3-methyl-2-[3-[3-[[1-[[1-(tetrahydropyran-2-yloxymethyl)cyclopropyl]methyl]-4-piperidyl]methyl]azetidin-1-yl]isoxazol-5-yl]butanoate